C(C)C(CN1C2=CC=C(C=C2C=2C=C(C=CC12)C=1C=CC=2N(C3=CC=C(C=C3C2C1)\C=C/1\C(C2=CC(=C(C=C2C1=O)F)F)=C(C#N)C#N)CC(CCCC)CC)\C=C/1\C(C2=CC(=C(C=C2C1=O)F)F)=C(C#N)C#N)CCCC 2,2'-((2Z,2'Z)-((9,9'-bis(2-ethylhexyl)-9H,9'H-[3,3'-bicarbazole]-6,6'-diyl)bis(methanylylidene))bis(5,6-difluoro-3-oxo-2,3-dihydro-1H-indene-2,1-diylidene))dimalononitrile